(trifluoromethyl)benzamide FC(F)(F)C1=C(C(=O)N)C=CC=C1